4-(thiophen-3-yl)-7-((2-(trimethylsilyl)ethoxy)methyl)-7H-pyrrolo[2,3-d]pyrimidine S1C=C(C=C1)C=1C2=C(N=CN1)N(C=C2)COCC[Si](C)(C)C